(1e,4e)-1,5-diphenylpenta-1,4-dien-3-one C1(=CC=CC=C1)\C=C\C(\C=C\C1=CC=CC=C1)=O